CN1N=C2NC(C(NC(C2=C1)=O)CC1=NC=CC=C1)=O 2-methyl-4,7-dioxo-6-(pyridin-2-ylmethyl)-2,6,7,8-tetrahydropyrazolo[3,4-e][1,4]diazepin